C(#N)C1=CC=C(N1)C(=O)O 5-CYANO-1H-PYRROLE-2-CARBOXYLIC ACID